1-[3-({4-cyclohexyl-8-methoxy-1H,2H,3H-cyclopenta[c]quinolin-7-yl}oxy)propyl]pyrrolidine trifluoroacetate FC(C(=O)O)(F)F.C1(CCCCC1)C1=NC=2C=C(C(=CC2C2=C1CCC2)OC)OCCCN2CCCC2